C(C)(C)(C)N=P(N(C)C)(N(C)C)N(C)C tert-butylimino-tris(dimethyl-amino)phosphorane